(E)-(1R,9S)-4,11,11-trimethyl-8-methylene-bicyclo[7.2.0]undec-4-ene C/C=1/CC[C@H]2C(C[C@@H]2C(CC/C1)=C)(C)C